1,2-dicarboxyl-sn-glycerol C(=O)(O)OC[C@@H](OC(=O)O)CO